FC([C@@H](C1=CC=C(C=C1)F)NS(=O)(=O)C=1N=C2N(C=CC=C2)C1)(F)F (R)-N-(2,2,2-trifluoro-1-(4-fluorophenyl)ethyl)imidazo[1,2-a]pyridine-2-sulfonamide